ethyl 2-(((diphenylmethyl) amino) oxy)-2-oxoacetate C1(=CC=CC=C1)C(C1=CC=CC=C1)NOC(C(=O)OCC)=O